N1=CC(=CC=C1)C(=O)NC1=CC=C(S1)C(=O)OC Methyl 5-(pyridine-3-amido)thiophene-2-carboxylate